NCCCCC1=CC=C(COC2=C3C(N(C(C3=CC=C2)=O)C2C(NC(CC2)=O)=O)=O)C=C1 4-((4-(4-Aminobutyl)benzyl)oxy)-2-(2,6-dioxopiperidin-3-yl)isoindoline-1,3-dione